C(#N)C1=CC=C(OC=2C(=NNC2)C2=C(C(=O)O)C=CC=C2)C=C1 2-[4-(4-Cyanophenoxy)-1H-pyrazol-3-yl]benzoic acid